(3R)-3-{[2-(4-methoxyphenyl)-7-(2-oxopyrrolidin-1-yl)[1,2,4]triazolo[1,5-c]quinazolin-5-yl]amino}azepan-2-one COC1=CC=C(C=C1)C1=NN2C(=NC=3C(=CC=CC3C2=N1)N1C(CCC1)=O)N[C@H]1C(NCCCC1)=O